CC1(C2=CC=CC=C2C=2C=CC=C(C12)C=1C=C(C=C(C1)C1=CC=CC=2C3=CC=CC=C3C(C12)(C)C)N(C1=C(C=C(C#N)C=C1)C#N)C=1C=NC2=CC=CC=C2C1)C 4-((3,5-Bis(9,9-dimethyl-9H-fluoren-1-yl)phenyl)(quinolin-3-yl)amino)isophthalonitrile